Cl\C(\C(F)(F)F)=C(\C(F)(F)F)/F (Z)-(2-chloro-1,1,1,3,4,4,4-heptafluoro-2-butene)